CN(CCOC1=C(C(=C(C(=C1F)F)F)F)F)CCOC1=C(C(=C(C(=C1F)F)F)F)F N-methyl-2-(perfluorophenoxy)-N-(2-(perfluorophenoxy)ethyl)ethan-1-amine